ClC1=CC(=C(C=C1)SC=1C=2N(C=C(C1)C=1C=NN(C1C)C1CCN(CC1)C)N=CC2C#N)C#N 4-((4-chloro-2-cyanophenyl)thio)-6-(5-methyl-1-(1-methylpiperidin-4-yl)-1H-pyrazol-4-yl)pyrazolo[1,5-a]pyridine-3-carbonitrile